OC=1C(NN=C(C1)CCC(C)C)=O 4-hydroxy-6-(3-methylbutyl)pyridazin-3(2H)-one